C1(CCCCC1)C1=CC=CC=2C=CC=3SC=4C=CC=CC4SC3C21 cyclohexylbenzthianthrene